C(C)(C)(C)OC(=O)N[C@H](C(=O)OC)CCSCCCC1=CC=CC=C1 (S)-methyl 2-((tert-butoxycarbonyl)amino)-4-((3-phenylpropyl)thio)butanoate